1,1-Difluoro-2-{5-[4-fluoro-2-(trifluoromethyl)phenyl]isoxazol-3-yl}-6-azaspiro[2.5]octane trifluoroacetate salt FC(C(=O)O)(F)F.FC1(C(C12CCNCC2)C2=NOC(=C2)C2=C(C=C(C=C2)F)C(F)(F)F)F